2-amino-3-methyl-N-[[4-(2-oxopyrrolidin-1-yl)phenyl]methyl]-N-[[5-(trifluoromethyl)-2-pyridyl]methyl]quinoline-6-carboxamide NC1=NC2=CC=C(C=C2C=C1C)C(=O)N(CC1=NC=C(C=C1)C(F)(F)F)CC1=CC=C(C=C1)N1C(CCC1)=O